C(C1=CC=CC=C1)OC1=C(C=CC=C1)C1(C(OC2=CC=CC=C2C1)=O)C(C)C (2-benzyloxyphenyl)-3-isopropyl-chromanone